N-(6-((5-chloro-2-((5-fluoro-6-(4-(4-methylpiperazin-1-yl)piperidin-1-yl)pyridine-3-yl)amino)pyrimidin-4-yl)amino)-2,3-dihydrobenzofuran-5-yl)methanesulfonamide ClC=1C(=NC(=NC1)NC=1C=NC(=C(C1)F)N1CCC(CC1)N1CCN(CC1)C)NC1=CC2=C(CCO2)C=C1NS(=O)(=O)C